NCCCCCC(=O)NC1=C(C(=O)NC=2SC(=C(N2)C)[N+](=O)[O-])C=CC=C1 2-(6-aminohexanamido)-N-(4-methyl-5-nitrothiazol-2-yl)benzamide